CNS(=O)(=O)C1=NC=CC=N1 N-methyl-2-pyrimidinesulfonamide